BrC1=NC=C(C=C1)C(C(F)(F)F)OC 2-bromo-5-(2,2,2-trifluoro-1-methoxyethyl)pyridine